(3-amino-2-methoxy-3-oxopropyl)-2-(4-(6-((4-cyano-2-fluorobenzyl)Oxy)pyridin-2-yl)-2-fluorobenzyl)-1H-benzo[d]Imidazole-6-carboxylic acid NC(C(CN1C(=NC2=C1C=C(C=C2)C(=O)O)CC2=C(C=C(C=C2)C2=NC(=CC=C2)OCC2=C(C=C(C=C2)C#N)F)F)OC)=O